N-[[6-(4-ureidobenzoyl)-6-azaspiro[2.5]octan-2-yl]methyl]furo[2,3-c]pyridine-2-carboxamide N(C(=O)N)C1=CC=C(C(=O)N2CCC3(C(C3)CNC(=O)C3=CC=4C(=CN=CC4)O3)CC2)C=C1